C1(CC1)C1=CC=C(C=C1)C(C)N1N=C(C2=C1N=C(NC2=O)N(C)C(CC)C2=NC=C(C=N2)F)C#N 1-[1-(4-cyclopropylphenyl)ethyl]-6-[1-(5-fluoropyrimidin-2-yl)propyl-methyl-amino]-4-oxo-5H-pyrazolo[3,4-d]pyrimidine-3-carbonitrile